1-((2,3-dihydrobenzo[b][1,4]dioxin-6-yl)(4-methoxyphenyl)methyl)piperazine O1C2=C(OCC1)C=C(C=C2)C(N2CCNCC2)C2=CC=C(C=C2)OC